FC1=C(C=CC=C1)C1=NC2=CC=CC=C2C=N1 2-(2-fluorophenyl)quinazoline